C[NH+]1CCC2=CC(=C(C=C2[C@@H]1CC3=CC=C(C=C3)O)O)OC The molecule is the conjugate acid of (S)-N-methylcoclaurine; major species at pH 7.3. It is an ammonium ion derivative and an organic cation. It is a conjugate acid of a (S)-N-methylcoclaurine.